(2-((2-(1-(4-chlorophenyl)-2,5-dimethyl-1H-pyrrole-3-carbonyl)-5-(pyrrolidin-1-yl)phenyl)amino)-2-oxoethyl)acrylamide ClC1=CC=C(C=C1)N1C(=C(C=C1C)C(=O)C1=C(C=C(C=C1)N1CCCC1)NC(CC(C(=O)N)=C)=O)C